CS(=O)(=O)OC1CCN(CC1)C(C)=O 1-Acetylpiperidin-4-yl Methanesulfonate